[F].N1CCCC1 pyrrolidine fluorine